C(CCCCCCCCC(=O)O)(=O)O.C1(CCC(N1)=O)=O.C1(CCC(N1)=O)=O bissuccinimide sebacate